ClC=1C=C2C(=CC(=NC2=CC1)C(F)(F)F)N[C@@H]1C[C@@H](CCC1)NC(=O)N1CC(C1)(C)F N-[(1R,3S)-3-{[6-chloro-2-(trifluoromethyl)quinolin-4-yl]amino}cyclohexyl]-3-fluoro-3-methylazetidine-1-carboxamide